C(=O)(OC(C)(C)C)NC(CC#C)(CC#C)CC#C Boc-aminotri(propargyl)methane